heneicosanoic acid anion C(CCCCCCCCCCCCCCCCCCCC)(=O)[O-]